1-((1-benzyl-1H-indol-4-yl)oxy)-3-(isopropylamino)propan-2-ol C(C1=CC=CC=C1)N1C=CC2=C(C=CC=C12)OCC(CNC(C)C)O